(2,6-dimethoxypyrimidin-4-yl)benzenesulfonamide COC1=NC(=CC(=N1)C1=C(C=CC=C1)S(=O)(=O)N)OC